5-amino-2-[(4-fluoro-cuban-1-yl)methyl]-8-[2-(hydroxymethyl)-6-methyl-4-pyridyl]-7-phenyl-[1,2,4]triazolo[4,3-c]pyrimidin-3-one NC1=NC(=C(C=2N1C(N(N2)CC21C3C4C5(C3C2C5C14)F)=O)C1=CC(=NC(=C1)C)CO)C1=CC=CC=C1